3,4-difluoro-5-(6-(methoxy-d3)pyridazin-4-yl)phenol FC=1C=C(C=C(C1F)C1=CN=NC(=C1)OC([2H])([2H])[2H])O